C(CCCCC)(=O)OCC.[Sn] Tin 2-ethyl hexanoate